FC1(CC[N+](CC1)(CC(=O)NC1=C(SC=C1C)C(NCCNC)=O)CC(=O)NC1=C(SC=C1C)C(=O)OC)C 4-fluoro-1-(2-((2-(methoxycarbonyl)-4-methylthiophen-3-yl)amino)-2-oxoethyl)-4-methyl-1-(2-((4-methyl-2-((2-(methylamino)ethyl)carbamoyl)thiophen-3-yl)amino)-2-oxoethyl)piperidin-1-ium